C=CCCCCCCCC 4E-decen